tert-butyl ((1S,3R)-3-(6-bromo-2-thioxo-2,3-dihydro-1H-imidazo[4,5-c]pyridin-1-yl)cyclohexyl)carbamate BrC1=CC2=C(C=N1)NC(N2[C@H]2C[C@H](CCC2)NC(OC(C)(C)C)=O)=S